[Si](C)(C)(C(C)(C)C)OCC1=CC(=NC2=CC(=C(C=C12)C(=O)O)F)NCC1=CC=C(C=C1)OC 4-(((tert-butyldimethylsilyl)oxy)methyl)-7-fluoro-2-((4-methoxybenzyl)amino)quinoline-6-carboxylic acid